O1CCN2C(N=CC3=CN=CC1=C23)=O 2,3-dihydro-4H-1-oxa-3a,5,8-triazaphenalen-4-one